C(C)N(CC)[Sn](CC)(CC)N(CC)CC Bis(diethylamino)diethyl-tin